CC1=NOC=C1 3-methyl-1,2-oxazol